CC1=NOC(=C1C1=CC=C2C(=N1)N(N=C2C2=NC(=NC=C2C(F)(F)F)N[C@@H]2[C@H](CCC2)NC(OC(C)(C)C)=O)C2OCCCC2)C tert-butyl N-[(1S,2S)-2-[[4-[6-(3,5-dimethylisoxazol-4-yl)-1-tetrahydropyran-2-yl-pyrazolo[3,4-b]pyridin-3-yl]-5-(trifluoromethyl) pyrimidin-2-yl] amino] cyclopentyl]carbamate